(2-(1,1-dioxidotetrahydro-2H-thiopyran-4-yl)ethyl)-4-(isopropylamino)-6-(1H-pyrazol-4-yl)quinoline-3-carboxamide O=S1(CCC(CC1)CCC1=NC2=CC=C(C=C2C(=C1C(=O)N)NC(C)C)C=1C=NNC1)=O